C1=NC=CC=2C=C(C=3N(C12)C=CN3)C(=O)N imidazo[1,2-a][1,7]naphthyridine-6-carboxamide